(4aS,8aR)-6-[7-[[5-(trifluoromethyl)-2-pyridyl]methyl]-2-azaspiro[3.5]nonane-2-carbonyl]-4,4a,5,7,8,8a-hexahydropyrido[4,3-b][1,4]oxazin-3-one FC(C=1C=CC(=NC1)CC1CCC2(CN(C2)C(=O)N2C[C@H]3[C@H](OCC(N3)=O)CC2)CC1)(F)F